trans-[4-(2-Methyl-imidazo[1,2-b]pyridazin-7-ylmethyl)-cyclohexyl]-[(S)-3-(2-methyl-thiazol-4-yl)-isoxazolidin-2-yl]-methanone CC=1N=C2N(N=CC(=C2)C[C@@H]2CC[C@H](CC2)C(=O)N2OCC[C@H]2C=2N=C(SC2)C)C1